N-[1-[4-[(E)-[(2-isopropyl-5-methyl-phenyl)carbamothioylhydrazono]methyl]phenyl]-3-methyl-pyrazol-4-yl]-4-(trifluoromethoxy)benzamide C(C)(C)C1=C(C=C(C=C1)C)NC(=S)N\N=C\C1=CC=C(C=C1)N1N=C(C(=C1)NC(C1=CC=C(C=C1)OC(F)(F)F)=O)C